COCC(=O)OC(COC)=O methoxy-acetic anhydride